ClC1=CC2=C(C=N1)C(N=C2NC(C)C2=C(C(=CC=C2)C(F)F)F)=O 6-chloro-1-((1-(3-(difluoromethyl)-2-fluorophenyl)ethyl)amino)-3H-pyrrolo[3,4-c]pyridin-3-one